C(C=C)(=O)OC(C)OCC(C)O acryloyloxy-2-hydroxypropoxylethane